3-(2-pyridyldithio)propanhydrazide N1=C(C=CC=C1)SSCCC(=O)NN